FC(S(=O)(=O)OC1=CC(=NN1C1=NC(=CC=C1)C)NC(=O)OC(C)(C)C)(F)F 3-(tert-butoxycarbonylamino)-1-(6-methylpyridin-2-yl)-1H-pyrazol-5-yl trifluoromethanesulfonate